N1CC(C1)C=1C=NC=C(C1OCC)F 3-(azetidin-3-yl)-4-ethoxy-5-fluoropyridine